3,7-dimethyl-1-(3-(1,1,1-trifluoro-2-hydroxypropan-2-yl)benzyl)-1H-purine-2,6(3h,7H)-dione CN1C(N(C(C=2N(C=NC12)C)=O)CC1=CC(=CC=C1)C(C(F)(F)F)(C)O)=O